CO[C@@](C(=O)O)(C)C1=CC=CC2=CC=CC=C12 (S)-2-methoxy-2-(1-naphthyl)propionic acid